Di(aziridin-1-yl)phosphinic acid (S)-5-nitro-4-(4-(pyridin-2-yl) phenoxy)-2,3-dihydro-1H-inden-1-yl ester [N+](=O)([O-])C=1C(=C2CC[C@@H](C2=CC1)OP(=O)(N1CC1)N1CC1)OC1=CC=C(C=C1)C1=NC=CC=C1